C(\C=C(/C)\CCC[C@H](C)CCC[C@H](C)CCCC(C)C)OC[C@@H](OC\C=C(/C)\CCC[C@H](C)CCC[C@H](C)CCCC(C)C)COP(=O)(O)OCCN 1,2-Diphytyl-sn-glycero-3-phosphoethanolamine